C1(CC1)N1N=CC(=C1)NC=1N=C(C2=C(N1)NC=C2C)O[C@H]2CN(CC[C@H]2F)C(C=C)=O 1-((3S,4R)-3-((2-((1-cyclopropyl-1H-pyrazol-4-yl)amino)-5-methyl-7H-pyrrolo[2,3-d]pyrimidin-4-yl)oxy)-4-fluoropiperidin-1-yl)prop-2-en-1-one